OCC(C(=O)O)(C1=CC=CC=C1)O dihydroxy-phenyl-propionic acid